C1(CC1)C1=NC=NC(=C1C1=CNC(=C1)CC1=CC(=C(C=C1)N1N=C(C=C1C)C(F)(F)F)F)OC 3-(4-cyclopropyl-6-methoxypyrimidin-5-yl)-5-(3-fluoro-4-(5-methyl-3-(trifluoromethyl)-1H-pyrazol-1-yl)benzyl)pyrrole